CC(CC=1N=C(C(=NC1)SC)C)CCC 5-(2-methylpentyl)-3-methyl-2-(methylthio)pyrazine